5,7-dichloro-2,3-dimethylpyrido-[4,3-d]pyrimidin-4(3H)-one ClC1=NC(=CC=2N=C(N(C(C21)=O)C)C)Cl